ClC1=C(C=C2C(NC(NC2=C1SCC(CO)COC)=O)=O)C(F)(F)F 7-chloro-8-((3-hydroxy-2-(methoxymethyl)propyl)thio)-6-(trifluoromethyl)quinazoline-2,4(1H,3H)-dion